t-butyl-N-(2-[3,5-dichloro-4-[(diphenoxyphosphoryl)-oxy]phenyl]-3,5-dioxo-4H-1,2,4-triazin-6-yl)carbamate C(C)(C)(C)OC(NC=1C(NC(N(N1)C1=CC(=C(C(=C1)Cl)OP(=O)(OC1=CC=CC=C1)OC1=CC=CC=C1)Cl)=O)=O)=O